2,5-difluoro-4-bromo-benzaldehyde FC1=C(C=O)C=C(C(=C1)Br)F